IC1=C(N=C2N1N=C(C=1N(CCOC21)C)NC2CCC(CC2)(O)C)C 4-(3-Iodo-2,6-dimethyl-7,8-dihydro-6H-9-oxa-1,3a,4,6-tetraaza-cyclopenta[a]naphthalen-5-ylamino)-1-methyl-cyclohexanol